(6-methyl-[2,2'-bipyridin]-3-yl)((1S,4R,6R)-6-((5-(trifluoromethyl)pyridin-2-yl)amino)-2-azabicyclo[2.2.2]octan-2-yl)methanone CC1=CC=C(C(=N1)C1=NC=CC=C1)C(=O)N1[C@@H]2[C@@H](C[C@H](C1)CC2)NC2=NC=C(C=C2)C(F)(F)F